FC(C1=C2C=CC(C2=CC=C1)=O)(F)F 4-(trifluoromethyl)-1H-inden-1-one